CNC1=NC=C(C2=CC(=NC=C12)NC1=NC=CC=C1)C1=CC=CC=C1 N1-methyl-4-phenyl-N6-(pyridin-yl)-2,7-naphthyridine-1,6-diamine